ClC=1C=C2C(CN(CC2=C(C1)Cl)C)C=1C=C(C=CC1)NC(C=C)=O N-(3-(6,8-dichloro-2-methyl-1,2,3,4-tetrahydroisoquinolin-4-yl)phenyl)acrylamide